thiatriazole ethyl-2-[2-chloro-4-(4-chlorophenoxy)phenyl]-2-hydroxy-3-(1H-1,2,4-triazol-1-yl)propanoate C(C)OC(C(CN1N=CN=C1)(O)C1=C(C=C(C=C1)OC1=CC=C(C=C1)Cl)Cl)=O.S1N=NN=C1